BrC1=CC(=C(C(=O)NC2=CC(=C(C=C2)Br)OC)C=C1)C 4-bromo-N-(4-bromo-3-methoxy-phenyl)-2-methyl-benzamide